COC1=C(C=C(C=C1)C(F)(F)F)B(O)O 2-methoxy-5-(trifluoromethyl)phenylboronic acid